di(t-butyl)peroxide C(C)(C)(C)OOC(C)(C)C